C12[C@H](CC(C=C1)C2)NC(C2=CC=C(C=C2)F)=O N-((2S)-bicyclo[2.2.1]hept-5-ene-2-yl)-4-fluorobenzamide